(R)-1-(7-chloro-8-fluoro-5-isopropoxy-2-(methylthio)pyrido[4,3-d]pyrimidin-4-yl)-3-methylpiperidin-3-ol ClC1=C(C=2N=C(N=C(C2C(=N1)OC(C)C)N1C[C@@](CCC1)(O)C)SC)F